NC1=NC=CC=C1C1=NC=2C(=NC(=CC2)C2=CC=CC=C2)N1C1=CC=C(CN2[C@@H]3CN([C@H](C2)C3)C3=CC(=C(C=O)C=C3)O)C=C1 4-((1S,4S)-5-(4-(2-(2-Aminopyridin-3-yl)-5-phenyl-3H-imidazo[4,5-b]pyridin-3-yl)benzyl)-2,5-diazabicyclo[2.2.1]heptan-2-yl)-2-hydroxybenzaldehyde